Tert-butyl 3-azabicyclo[3.1.0]hexane-3-carboxylate C12CN(CC2C1)C(=O)OC(C)(C)C